OC1[C@@H](OC(C12CCN(CC2)C(=O)OC(C)(C)C)=O)C Tert-butyl (3S)-4-hydroxy-3-methyl-1-oxo-2-oxa-8-azaspiro[4.5]decane-8-carboxylate